4-(Benzyloxy)-2-bromo-1-methylbenzene C(C1=CC=CC=C1)OC1=CC(=C(C=C1)C)Br